CN(CC(=O)NC1CCC(CC1)C=1C=C2C(=C(NC2=CC1)C=1C=C(C=2N(C1)N=CN2)C)C(C)C)C 2-(dimethylamino)-N-(4-(3-isopropyl-2-(8-methyl-[1,2,4]triazolo[1,5-a]pyridin-6-yl)-1H-indol-5-yl)cyclohexyl)acetamide